C(CCCCCCCC=C)(=O)O Dec-9-enoic acid